ClC=1C=C(C=2C(N1)=C(N(N2)COCC[Si](C)(C)C)NC(C)C)C=O 5-chloro-3-(isopropylamino)-2-((2-(trimethylsilyl)ethoxy)methyl)-2H-pyrazolo[4,3-b]pyridine-7-carbaldehyde